OC[C@@H](C1=CC=CC=C1)N[C@H](C(=O)O)C1(CCCCC1)C (S)-2-(((R)-2-hydroxy-1-phenylethyl)amino)-2-(1-methylcyclohexyl)acetic acid